8-chloro-11-(1-methylpiperidin-4-ylidene)-6,11-dihydro-5H-benzo[5,6]cyclohepta[1,2-b]pyridine ClC=1C=CC2=C(CCC=3C(=NC=CC3)C2=C2CCN(CC2)C)C1